4-chloro-1-cyclopropyl-2-(difluoromethyl)-5-nitro-1H-benzo[d]imidazole ClC1=C(C=CC=2N(C(=NC21)C(F)F)C2CC2)[N+](=O)[O-]